COC(=O)C1=CC(CCC1)=NO 3-oximino-1-cyclohexenecarboxylic acid methyl ester